tert-butyl-4-(4-methyl-3-oxopentanoyl)piperazine-1-carboxylate C(C)(C)(C)OC(=O)N1CCN(CC1)C(CC(C(C)C)=O)=O